FC(OCCNC(=O)[C@@H]1CN(CC[C@H]1NC(=O)C1=NOC(=C1)C1=C(C=C(C=C1)F)F)C1CCCCC1)(F)F (3R,4R)-1-cyclohexyl-4-{[5-(2,4-difluoro-phenyl)-isoxazole-3-carbonyl]-amino}-piperidine-3-carboxylic acid (2-trifluoromethoxy-ethyl)-amide